NC1=C(C(=O)OC2COCC2(C)C)C=CC(=C1)[N+](=O)[O-] (4,4-dimethyltetrahydrofuran-3-yl) amino-4-nitrobenzoate